2-[(2R)-2-benzylazetidin-1-yl]-4-morpholino-1H-pyrimidin-6-one C(C1=CC=CC=C1)[C@H]1N(CC1)C=1NC(C=C(N1)N1CCOCC1)=O